C1=C(C=CC2=CC=CC=C12)C1=CC=C(C=C1)NC1=CC=C(C=C1)C1=CC2=CC=CC=C2C=C1 Bis(4-naphthalen-2-yl-phenyl)-amine